FC1=C2C=CNC2=C(C=C1)C1=C(C=C(C=2N1N=CC2)N2CCC1(CC2)[C@@H](C=2C(=NC=CC2)C1)NS(=O)C(C)(C)C)C N-[(5S)-1'-[7-(4-fluoro-1H-indol-7-yl)-6-methyl-pyrazolo[1,5-a]pyridin-4-yl]spiro[5,7-dihydrocyclopenta[b]pyridine-6,4'-piperidine]-5-yl]-2-methyl-propane-2-sulfinamide